C1NCCC12CCN(CC2)C2=C(C(N(C1=CC(=CC=C21)N2CCN(CC2)C)C)=O)C#N 4-(2,8-Diazaspiro[4.5]dec-8-yl)-1-methyl-7-(4-methylpiperazin-1-yl)-2-oxo-1,2-dihydroquinoline-3-carbonitrile